7-chloro-5-{[(1S,2S)-2-(2H-1,2,3,4-tetrazol-5-yl)cyclopropyl]carbonyl}-2,3-dihydro-1,3-benzoxazol-2-one ClC1=CC(=CC=2NC(OC21)=O)C(=O)[C@@H]2[C@H](C2)C=2N=NNN2